FC1=C(CNC2=C3C(=NC=4N2N=CC4)C4(NC3)CCCC4)C=CC=C1 N-(2-fluorobenzyl)-6',7'-dihydrospiro[cyclopentane-1,5'-pyrazolo[1,5-a]pyrrolo[3,4-d]pyrimidine]-8'-amine